ClC1=C2C(=NC=C1)C=C(S2)C 7-Chloro-2-methylthieno[3,2-b]pyridine